C1(CCCC1)NC1=CC=C(C=C1)[C@@H]1N(C2=CC=CC=C2C[C@@H]1C(=O)NC1=CC(=C(C=C1)CO)C(F)(F)F)C(C1=C(C=CC=C1C)F)=O (2R,3S)-2-(4-(cyclopentylamino)phenyl)-1-(2-fluoro-6-methylbenzoyl)-N-(4-(hydroxymethyl)-3-(trifluoromethyl)phenyl)-1,2,3,4-tetrahydroquinoline-3-carboxamide